ClC=1C=C(N)C=C(C1OC=1C=NC(=C(C1C)C(C)C)OC)Cl 3,5-dichloro-4-((5-isopropyl-6-methoxy-4-methylpyridin-3-yl)oxy)aniline